2-(5-chloro-2H-benzotriazole-2-yl)-6-(1,1-dimethylethyl)-4-ethenylphenol ClC1=CC=2C(=NN(N2)C2=C(C(=CC(=C2)C=C)C(C)(C)C)O)C=C1